N-(4-hydroxybenzenesulfonyl)acetamide OC1=CC=C(C=C1)S(=O)(=O)NC(C)=O